C(C1=CC=CC=C1)NC(=O)[C@@]12N(C([C@@H]3[C@H]([C@@H]1N(C[C@@H]2C3)C(CC(C)C)=O)CCC(=O)OC(C)(C)C)=O)C |o1:10,13,14,15,18| tert-butyl 3-((3S*,3aS*,6S*,7R*,7aS*)-3a-(benzylcarbamoyl)-4-methyl-(3-methylbutanoyl)-5-oxooctahydro-1H-3,6-methanopyrrolo[3,2-b]pyridin-7-yl)propanoate